Methyl 1-(7-chloro-1H-indole-2-carbonyl)-3,3-dimethyl-1,3-azasilolidine-5-carboxylate ClC=1C=CC=C2C=C(NC12)C(=O)N1C[Si](CC1C(=O)OC)(C)C